C[Si](C)(C)C[Ni+] ((trimethylsilyl)methyl)nickel(II)